CC(C(C(=O)O)=O)C.C(#N)C=1C=C2C(=CC=NC2=CC1)NC1=CC=C(C(=O)NC2=C(C=C(C=C2)NC2=CC=NC=C2)C)C=C1 4-((6-Cyanoquinolin-4-yl)amino)-N-(2-methyl-4-(pyridin-4-ylamino)phenyl)benzamide 3-methyl-2-oxobutanoate